3,6-di-tert-butyl-1,8-dibromocarbazole C(C)(C)(C)C=1C=C(C=2NC3=C(C=C(C=C3C2C1)C(C)(C)C)Br)Br